2-methoxy-4,6-dimethylaniline COC1=C(N)C(=CC(=C1)C)C